The molecule is a 2-monoglyceride resulting from the condensation of the carboxy group of 15-deoxy-Delta(12,14)-prostaglandin J2 with the hydroxy group at position 2 of glycerol. It is a prostaglandins J and a 2-monoglyceride. It derives from a 15-deoxy-Delta(12,14)-prostaglandin J2. CCCCC/C=C/C=C/1\\[C@H](C=CC1=O)C/C=C\\CCCC(=O)OC(CO)CO